C(CCC)N1CCN(CCC1)C(CN1C(=CC2=C(C(=CC=C12)CN1CCC2(CN(C2)C2=NC=NC3=CC=C(C=C23)CC(F)(F)F)CC1)C)C#N)C 1-[2-(4-butyl-1,4-diazepan-1-yl)propyl]-4-methyl-5-[[2-[6-(2,2,2-trifluoroethyl)quinazolin-4-yl]-2,7-diazaspiro[3.5]nonan-7-yl]methyl]indole-2-carbonitrile